5-chloro-1,3,4-thiadiazole ClC1=NN=CS1